(difluoromethyl)-2-methylthiazol FC(F)C=1N=C(SC1)C